FC(C)(F)C1=NC(=NC=C1)N1CC2(C=3C=NC(=CC31)NC(C)=O)C(C2)C N-(1'-(4-(1,1-difluoroethyl)pyrimidin-2-yl)-2-methyl-1',2'-dihydrospiro[cyclopropane-1,3'-pyrrolo[3,2-c]pyridin]-6'-yl)acetamide